FC1=C(C=CC=C1)[C@H]1[C@@H](CC=C(C1)CCC=C(C)C)C(=O)C1=C(C=CC=C1O)O (trans-2'-fluoro-5-(4-methylpent-3-en-1-yl)-1,2,3,6-tetrahydro-[1,1'-biphenyl]-2-yl)(2,6-dihydroxyphenyl)methanone